monoethanolamine borate salt B(O)(O)O.C(O)CN